boron benzenesulfonate C1(=CC=CC=C1)S(=O)(=O)[O-].[B+3].C1(=CC=CC=C1)S(=O)(=O)[O-].C1(=CC=CC=C1)S(=O)(=O)[O-]